N1C=NC=C2C1=CN=C2C=O pyrrolo[3,4-d]Pyrimidine-5-carbaldehyde